8-cyano-7-cyclopropyl-N-[6-(2,2-difluoroethoxy)-5-fluoro-2-methoxy-3-pyridyl]imidazo[1,2-a]pyridine-3-sulfonamide C(#N)C=1C=2N(C=CC1C1CC1)C(=CN2)S(=O)(=O)NC=2C(=NC(=C(C2)F)OCC(F)F)OC